tert-butyl (7-((3aS,4R,6R,6aR)-6-(azidomethyl)-2,2-dimethyltetrahydro-4H-cyclopenta[d][1,3]dioxol-4-yl)-7H-pyrrolo[2,3-d]pyrimidin-4-yl)(methyl)carbamate N(=[N+]=[N-])C[C@H]1C[C@H]([C@H]2[C@@H]1OC(O2)(C)C)N2C=CC1=C2N=CN=C1N(C(OC(C)(C)C)=O)C